tert-butyl 3-[2-(2,6-dioxo-3-piperidyl)-1-oxo-isoindolin-5-yl]oxyazetidine-1-carboxylate O=C1NC(CCC1N1C(C2=CC=C(C=C2C1)OC1CN(C1)C(=O)OC(C)(C)C)=O)=O